N1(CCC1)C[C@H]1C[C@H](NC1)CONC(=O)[C@H]1N2C(N([C@H](CC1)C2)OS(=O)(=O)O)=O (2S,5R)-N-{[(2S,4S)-4-(Azetidin-1-ylmethyl)-pyrrolidin-2-yl]methyloxy}-7-oxo-6-(sulfooxy)-1,6-diazabicyclo[3.2.1]octane-2-carboxamide